ON=C(N)C=1N=NC(=CC1O)NC=1OC(=CN1)C1=CC=C(C=C1)C(F)(F)F N',4-dihydroxy-6-((5-(4-(trifluoromethyl)phenyl)oxazol-2-yl)amino)pyridazine-3-carboxamidine